1H-benzo[d]imidazole-5-carboxylic acid methyl ester COC(=O)C1=CC2=C(NC=N2)C=C1